C1(CC1)C([C@@H](C(NC=1C(=NN(C1)C(CC1CC1)C=1N(N=NC1)CC(F)(F)F)F)=O)NC(=O)C1=NON=C1C)C1CC1 N-[(1S)-2,2-dicyclopropyl-1-[[1-[2-cyclopropyl-1-[3-(2,2,2-trifluoroethyl)triazol-4-yl]-ethyl]-3-fluoro-pyrazol-4-yl]-carbamoyl]ethyl]-4-methyl-1,2,5-oxadiazole-3-carboxamide